C(C1=CC=CC=C1)N1CC(N2C1=C(C(=CC2=O)CC2=CC(=CC=C2)C(C)(C)C)C2=CC(=CC=C2)C(F)(F)F)C(=O)O 1-benzyl-7-(3-(tert-butyl)benzyl)-5-oxo-8-(3-(trifluoromethyl)phenyl)-1,2,3,5-tetrahydroimidazo[1,2-a]pyridine-3-carboxylic acid